1-cyclohexyl-2-(3,5-difluorophenyl)-1,6-dihydrodipyrrolo[2,3-b:2',3'-d]pyridine C1(CCCCC1)N1C(=CC=2C1=C1C(=NC2)NC=C1)C1=CC(=CC(=C1)F)F